(S)-N-((R)-1-(3-chloro-5-fluoropyridin-2-yl)-2,2,2-trifluoroethyl)-2-methylpropane-2-sulfinamide ClC=1C(=NC=C(C1)F)[C@H](C(F)(F)F)N[S@@](=O)C(C)(C)C